CC(CC(C)C)N(C1=CC=C(C=C1)N)C1=CC=C(C=C1)O (1,3-dimethylbutyl)-N'-p-hydroxyphenyl-p-phenylenediamine